(E)-2-(2,6-Dioxopiperidin-3-yl)-5-((5-(4-(4-(1-(4-hydroxyphenyl)-2-phenylbut-1-en-1-yl)phenyl)piperazin-1-yl)pentyl)oxy)isoindolin-1,3-dion O=C1NC(CCC1N1C(C2=CC=C(C=C2C1=O)OCCCCCN1CCN(CC1)C1=CC=C(C=C1)/C(=C(/CC)\C1=CC=CC=C1)/C1=CC=C(C=C1)O)=O)=O